ClC=1C(=NC=CC1C=1C(=C(C=CC1)C1=CC=C(C(=N1)OC)CNC[C@@H](C)O)C(F)(F)F)C1=CC(=C(C=C1)CNC[C@H](C)O)OC (R)-1-(((6-(3-(3-chloro-2-(4-((((S)-2-hydroxypropyl)amino)methyl)-3-methoxyphenyl)pyridin-4-yl)-2-(trifluoromethyl)phenyl)-2-methoxypyridin-3-yl)methyl)amino)propan-2-ol